[F].C(C=C)(=O)O acrylic acid fluorine